B(OC1=CC(=C(C(=C1F)F)F)F)([O-])[O-] (3,4,5,6-tetrafluorophenyl) borate